(R)-2-fluoro-N-(8-methylisoquinolin-1-yl)-N-(piperidin-3-yl)-4-((4-(4-(pyrrolidin-1-yl)piperidin-1-yl)pyrimidin-2-yl)amino)benzamide FC1=C(C(=O)N([C@H]2CNCCC2)C2=NC=CC3=CC=CC(=C23)C)C=CC(=C1)NC1=NC=CC(=N1)N1CCC(CC1)N1CCCC1